7-(2-((1-((dimethylamino)methyl)cyclopropyl)methoxy)-7-(8-ethyl-7-fluoro-3-hydroxynaphthalen-1-yl)-6,8-difluoroquinazolin-4-yl)-1,3,7-triazaspiro[4.5]decane-2,4-dione CN(C)CC1(CC1)COC1=NC2=C(C(=C(C=C2C(=N1)N1CC2(C(NC(N2)=O)=O)CCC1)F)C1=CC(=CC2=CC=C(C(=C12)CC)F)O)F